FC1=CC=C(C=C1)C1=C(COC2(CCCC2)C1)CC#N (9-(4-fluorophenyl)-6-oxaspiro[4.5]dec-8-en-8-yl)acetonitrile